C(C)(C)(C)OC(=O)N1CC(CCC1)(C1=CC=CC=C1)NC=1C2=C(N=CN1)C(=CC(=N2)Cl)C(N)=O.C(#C)C=2C=CC1=C(C(=NCC=3N1C=NC3C3=CN=CO3)C3=NC=CC=C3)C2 5-(8-ethynyl-6-(pyridin-2-yl)-4H-benzo[f]imidazo[1,5-a][1,4]diazepin-3-yl)oxazole tert-butyl-3-({8-carbamoyl-6-chloropyrido[3,2-d]pyrimidin-4-yl}amino)-3-phenylpiperidine-1-carboxylate